(4R)-4-hydroxy-3-[4-(1H-pyrrolo[2,3-b]pyridin-5-yloxy)phenyl]-1-[3-(trifluoromethyl)phenyl]imidazolidin-2-one O[C@H]1N(C(N(C1)C1=CC(=CC=C1)C(F)(F)F)=O)C1=CC=C(C=C1)OC=1C=C2C(=NC1)NC=C2